CC=1N(C=CN1)C1=C(C#[N+][O-])C=CC=C1 (2-methyl-1H-imidazol-1-yl)benzonitrile N-oxide